nitrous acid tert-Butyl ester C(C)(C)(C)ON=O